(3R,4S)-1-Acetyl-3-fluoropiperidin C(C)(=O)N1C[C@@H](CCC1)F